Arabinaric Acid O=C([C@@H](O)[C@H](O)[C@H](O)C(=O)O)O